CC1CN=CN=N1 6-methyl-5,6-dihydro-1,2,4-triazine